FC(C(C1=CC=C(C=C1)C(F)(F)F)N(S(=O)(=O)N1CCOCC1)CC)F N-(2,2-difluoro-1-(4-(trifluoromethyl)phenyl)ethyl)-N-ethylmorpholine-4-sulfonamide